[Te-2].[Ag+].[Ag+] silver (I) telluride